CN1C=NC=2N=CN(C(C12)=O)CC1=NC(=NO1)C1[C@H]2CN(C[C@@H]12)C1=CC(=CC=C1)C(F)(F)F 7-methyl-1-[[3-[(1R,5S,6R)-3-[3-(trifluoromethyl)phenyl]-3-azabicyclo[3.1.0]hex-6-yl]-1,2,4-oxadiazol-5-yl]methyl]purin-6-one